Sec-butyl-boric acid C(C)(CC)OB(O)O